FC(OC1=CC=CC=2C(N([C@H]3C=4N([C@@H](C21)C3)C3=C(N4)C=CC(=C3)C3=C(C=C(C(=C3)F)P(=O)(C)C)C)C([2H])([2H])[2H])=O)F (7R,14R)-1-(difluoromethoxy)-11-(4-(dimethylphosphoryl)-5-fluoro-2-methylphenyl)-6-(methyl-d3)-6,7-dihydro-7,14-methanobenzo[f]benzo[4,5]imidazo[1,2-a][1,4]diazocin-5(14H)-one